C1(CC1)CN1N=C2N([C@@H](CCC2)C(=O)N2C[C@H]([C@H](C2)F)F)C1=O (5S)-2-(Cyclopropylmethyl)-5-{[(3R,4S)-3,4-difluoropyrrolidin-1-yl]carbonyl}-5,6,7,8-tetrahydro[1,2,4]triazolo[4,3-a]pyridin-3(2H)-one